S(=O)(=O)(OCCNCC)O 2-ethylaminoethyl hydrogen sulfate